7-(chloromethyl)-8-fluoro-3-methoxyquinoxalin-2(1H)-one ClCC1=CC=C2N=C(C(NC2=C1F)=O)OC